tert-butyl 2-(3-fluoro-5-methoxybenzyl)pyrrolidine-1-carboxylate FC=1C=C(CC2N(CCC2)C(=O)OC(C)(C)C)C=C(C1)OC